Tert-butyl 4-[(7-[[2-fluoro-4-(pyrazol-1-yl)phenyl]amino]-1,6-naphthyridin-2-yl)methyl]piperidine-1-carboxylate FC1=C(C=CC(=C1)N1N=CC=C1)NC1=NC=C2C=CC(=NC2=C1)CC1CCN(CC1)C(=O)OC(C)(C)C